1-(4-(diethylamino)butyl)-3-(2-(4-ethylpiperazin-1-yl)-4-methylquinolin-6-yl)thiourea C(C)N(CCCCNC(=S)NC=1C=C2C(=CC(=NC2=CC1)N1CCN(CC1)CC)C)CC